C1CCC2=C(C=3CCCC3C=C12)NC(=O)[N-]S(N(CC1OCCC1)C=1C=NN(C1)C)(=O)=O.[Na+] Sodium [(1,2,3,5,6,7-hexahydro-s-indacen-4-yl)carbamoyl][(1-methyl-1H-pyrazol-4-yl)[(oxolan-2-yl)methyl]sulfamoyl]azanide